FC=1C=CC(=C2C=C(N(C12)CCNC1=NC=NC(=C1)C=1C=C2C=CNC2=CC1)C)OC [2-(7-Fluoro-4-methoxy-2-methyl-indol-1-yl)-ethyl]-[6-(1H-indol-5-yl)-pyrimidin-4-yl]-amine